C(#N)/C(/C(=O)NCCOCCOCCO)=C\C1=CC2=CC=C(C=C2C=C1)N1CCCCC1 (E)-2-cyano-N-(2-(2-(2-hydroxyethoxy)ethoxy)ethyl)-3-(6-(piperidin-1-yl)naphthalen-2-yl)acrylamide